1-(4-bromo-3-(piperazin-2-yl)phenyl)-4-methylpiperazine BrC1=C(C=C(C=C1)N1CCN(CC1)C)C1NCCNC1